(12AR)-10-chloro-9-(2-fluoro-6-hydroxyphenyl)-8-methoxy-3,4,12,12a-tetrahydro-6H-pyrazino[2,1-c][1,4]benzooxazepine-2(1H)-carboxylic acid tert-butyl ester C(C)(C)(C)OC(=O)N1C[C@@H]2COC3=C(CN2CC1)C=C(C(=C3Cl)C3=C(C=CC=C3O)F)OC